N-(1,1-dimethylethyl)-3-isoxazolemethanamine CC(C)(C)NCC1=NOC=C1